ClC=1C=CC=C2C(C=C(OC12)C1=C(OC2CCN(CC2)C(C(=O)O)=O)C=C(C=C1)C(F)(F)F)=O 2-[4-[2-(8-chloro-4-oxo-chromen-2-yl)-5-(trifluoromethyl)phenoxy]-1-piperidinyl]-2-oxo-acetic acid